Methyl ((S)-3-cyclopropyl-2-(2-((S)-1-(2,3-difluorobenzyl)-5-thioxopyrrolidin-2-yl)acetamido)propanoyl)glycinate C1(CC1)C[C@@H](C(=O)NCC(=O)OC)NC(C[C@H]1N(C(CC1)=S)CC1=C(C(=CC=C1)F)F)=O